N-((1R,4r)-4-(2-(((R)-2-Hydroxy-2-(2-methylpyridin-3-yl)ethyl)amino)-2-methylpropyl)cyclohexyl)methanesulfonamide dihydrochloride Cl.Cl.O[C@@H](CNC(CC1CCC(CC1)NS(=O)(=O)C)(C)C)C=1C(=NC=CC1)C